N2-(4-tert.-Butylbenzyl)-1,2-propandiamin C(C)(C)(C)C1=CC=C(CNC(CN)C)C=C1